ClC1=CC=C(CNC(=O)NC2CC3(C2)CN(CC3)C3=NC=CC=N3)C=C1 1-(4-chlorobenzyl)-3-((2s,4r)-6-(pyrimidin-2-yl)-6-azaspiro[3.4]octan-2-yl)urea